6-(cyclopropylmethyl)-3-fluoro-2-(1-methyl-1H-pyrazol-5-yl)benzonitrile C1(CC1)CC1=CC=C(C(=C1C#N)C1=CC=NN1C)F